ethyl 2-(4-amino-7-fluoro-1-methyl-1H-pyrazolo[4,3-c]quinoline-8-carbonyl)-2-((5-(trifluoromethyl)pyridin-2-yl)methyl)hydrazine-1-carboxylate NC1=NC=2C=C(C(=CC2C2=C1C=NN2C)C(=O)N(NC(=O)OCC)CC2=NC=C(C=C2)C(F)(F)F)F